2-ethylhexyl 3-((7-((cis)-3,4-difluoropiperidin-1-yl)-5-isopropyl-5H-pyrrolo[3,2-d]pyrimidin-2-yl)thio)propionate F[C@@H]1CN(CC[C@@H]1F)C1=CN(C2=C1N=C(N=C2)SCCC(=O)OCC(CCCC)CC)C(C)C